C(C)O[14C](CC(C(C)C)CC1=CC=C(C=C1)C(C)C)=O 3-[(4-isopropylphenyl)methyl]-4-methyl-[1-14C]pentanoic acid ethyl ester